6-(2-fluoro-4-(1-methyl-1H-pyrazol-3-yl)benzyl)-N-((1S,2S)-2-hydroxycyclohexyl)-2-methyl-5-oxo-5,6-dihydroimidazo[1,2-c]pyrimidine-8-carboxamide FC1=C(CN2C(N3C(C(=C2)C(=O)N[C@@H]2[C@H](CCCC2)O)=NC(=C3)C)=O)C=CC(=C1)C1=NN(C=C1)C